C(#N)C1CC2(C1)C[C@H](N(CC2)CC2=C1C=CNC1=C(C=C2C)C)C2=CC=C(C(=O)N)C=C2 4-((2S,4r,6S)-2-cyano-7-((5,7-dimethyl-1H-indol-4-yl)methyl)-7-azaspiro[3.5]nonan-6-yl)benzamide